N1(CCC1)CC#CC1=CC(=C(OCCCC2=C(N=C(S2)N2CCCC3=C2N=NC(=C3C)NC=3SC2=C(N3)C=CC=C2)C(=O)O)C=C1)F 3-{4-[3-(azetidin-1-yl)prop-1-yn-1-yl]-2-fluorophenoxy}propyl-2-{3-[(1,3-benzothiazol-2-yl)amino]-4-methyl-5H,6H,7H,8H-pyrido[2,3-c]pyridazin-8-yl}-1,3-thiazole-4-carboxylic acid